ClC=1C=C(C=CC1)C(CNC(=O)NC=1C=C(C=CC1)C)(C)OC 1-[2-(3-chlorophenyl)-2-methoxy-propyl]-3-(m-tolyl)urea